NC1=C2C(=NC=N1)N(N=C2C)C(C)C=2C(=C(C(=C(C2)Cl)C)C2CN(C2)CCC(=O)[O-])OC 3-{3-[(1-(4-amino-3-methyl-1H-pyrazolo[3,4-d]pyrimidin-1-yl)ethyl)-5-chloro-2-methoxy-6-methylphenyl]azetidin-1-yl}propanoate